4-chlorophenyl dihydrogenphosphate ethyl-acetate C(C)OC(C)=O.P(=O)(O)(O)OC1=CC=C(C=C1)Cl